(Rac)-6-(2,2-difluoroethoxy)-1-methyl-4-[4-(5-methyl-1,3-benzooxazol-2-yl)piperidin-1-yl]-2-oxo-7-[tetrahydrofuran-3-yloxy]-1,2-dihydroquinoline-3-carbonitrile FC(COC=1C=C2C(=C(C(N(C2=CC1O[C@H]1COCC1)C)=O)C#N)N1CCC(CC1)C=1OC2=C(N1)C=C(C=C2)C)F |r|